difluoromethanesulfonyl-benzene FC(S(=O)(=O)C1=CC=CC=C1)F